BrC1=C(C(=CC(=C1O)Br)/C=N/C1=CC=C(C=C1)C=1C=C2N(C=C(N=C2C)C)C1)O (E)-2,4-dibromo-6-(((4-(1,3-dimethylpyrrolo[1,2-a]pyrazin-7-yl)phenyl)imino)methyl)benzene-1,3-diol